4-{[(1-{[2-(ethoxymethoxy)naphthalen-1-yl]methyl}naphthalen-2-yl)oxy]methyl}-1-methylpiperidine C(C)OCOC1=C(C2=CC=CC=C2C=C1)CC1=C(C=CC2=CC=CC=C12)OCC1CCN(CC1)C